benzyl 4-(2,2-diethoxyethoxy)piperidine-1-carboxylate C(C)OC(COC1CCN(CC1)C(=O)OCC1=CC=CC=C1)OCC